CC1=NC2=CC=C(C=C2N=C1)C 2,6-dimethylquinoxaline